(2-(1,3-dioxolan-2-yl)-6-fluorophenyl)-2-fluoroethane-1-ol O1C(OCC1)C1=C(C(=CC=C1)F)C(CF)O